5-amino-3-methyl-7-[4-(trifluoromethoxy)phenyl]benzimidazole-4-carbonitrile NC1=C(C2=C(N=CN2C)C(=C1)C1=CC=C(C=C1)OC(F)(F)F)C#N